FC1=C(CN2C=NN(C2=O)C2=CC=C(OC=3C(=NC=CC3)C(=O)NCC(C)(C)C)C=C2)C(=CC=C1)F (4-(4-(2,6-difluorobenzyl)-5-oxo-4,5-dihydro-1H-1,2,4-triazol-1-yl)phenoxy)-N-neopentylpicolinamide